C(CCC)C(CCCN)N butyl-1,4-butanediamine